CN1N=CC(=C1)S(=O)(=O)Cl 1-methylpyrazole-4-sulfonyl chloride